methyl 4-methyl-5-(((6S,9S)-2,2,6,9-tetramethyl-4,7,10-trioxo-3-oxa-5,8,11-triazatridecan-13-yl)carbamoyl)-2-(2-(4-(trifluoromethyl)phenyl)butanamido)thiophene-3-carboxylate CC=1C(=C(SC1C(NCCNC([C@@H](NC([C@@H](NC(OC(C)(C)C)=O)C)=O)C)=O)=O)NC(C(CC)C1=CC=C(C=C1)C(F)(F)F)=O)C(=O)OC